N1=CC(=CC(=C1)O[C@H]1CN(CC1)C1=C(C(NN=C1)=O)Cl)O[C@H]1CN(CC1)C1=C(C(NN=C1)=O)Cl 5,5'-((3r,3'r)-(pyridine-3,5-diylbis(oxy))bis(pyrrolidine-3,1-diyl))bis(4-chloropyridazin-3(2H)-one)